FS(C=1C=C(C=C(C1)C(F)(F)F)C1=NN(C=N1)\C=C/C(=O)N(N)C1=NC=CN=C1)(F)(F)(F)F (Z)-3-(3-(3-(Pentafluorosulfanyl)-5-(trifluoromethyl)phenyl)-1H-1,2,4-triazol-1-yl)-N-(pyrazin-2-yl)acrylohydrazide